C1=NC=CC=2NC=3C=C(C=CC3C21)C=2C=CC(=NC2)OC2CC(C2)OC=2C=CC(=NC2)C#CCOCCOC2=CC=C1CN(C(C1=C2)=O)C2C(NC(CC2)=O)=O 3-(6-(2-((3-(5-((1r,3r)-3-((5-(5H-pyrido[4,3-b]indol-7-yl)pyridin-2-yl)oxy)cyclobutoxy)pyridin-2-yl)prop-2-yn-1-yl)oxy)ethoxy)-1-oxoisoindolin-2-yl)piperidine-2,6-dione